C(=O)(C=C)C=CC=C Acryl-Buta-dien